OC(C(=O)N)[C@@H]1CC2[C@@H](C[C@H]3[C@@H]4CC[C@H]([C@@H](CCCC(C)C)C)[C@]4(CC[C@@H]3[C@]2(CC1)C)C)NCCC=1N=CNC1 alpha-hydroxy-6beta-[2-(1H-imidazol-4-yl)ethylamino]cholestan-3beta-acetamide